C1(=CC=C(C=C1)OOC1=CC=C(C=C1)C)C para-toluyl peroxide